(S)-8-(6-amino-5-((3,3-dimethylindolin-4-yl)thio)pyrazin-2-yl)-2-oxa-8-azaspiro[4.5]decan-4-amine NC1=C(N=CC(=N1)N1CCC2([C@@H](COC2)N)CC1)SC1=C2C(CNC2=CC=C1)(C)C